((4-((((1r,4r)-4-hydroxy-4-Methylcyclohexyl)methyl)amino)-3-nitrophenyl)sulfonyl)benzamide OC1(CCC(CC1)CNC1=C(C=C(C=C1)S(=O)(=O)C1=C(C(=O)N)C=CC=C1)[N+](=O)[O-])C